NC1=CC(=CC2=CC(=CC(=C12)O)S(=O)(=O)O)S(=O)(=O)O 4-amino-5-hydroxy-2,7-naphthalenedisulfonic acid